NC(C(C1=CC=CC=C1)SC1=C(C(=C(C(=N1)N1CC(CC1)(O)CNC(OC(C)(C)C)=O)C#N)CC)C#N)=O tert-butyl ((1-(6-((2-amino-2-oxo-1-phenylethyl)thio)-3,5-dicyano-4-ethylpyridin-2-yl)-3-hydroxypyrrolidin-3-yl)methyl)carbamate